3-nitro-N,N-diphenylamine [N+](=O)([O-])C=1C=C(C=CC1)NC1=CC=CC=C1